N[C@H]1C[C@H](C1)N1N=NC=C1 1-[cis-3-aminocyclobutyl]-1H-1,2,3-triazol